FC(S(=O)(=O)[O-])(F)F.C(C)(C)(C)C1=[O+]C(=CC(=C1)C)C(C)(C)C 2,6-di-t-butyl-4-methylpyrylium trifluoromethanesulfonate